7-[6-(benzimidazol-1-yl)hexyloxy]chromen-2-one N1(C=NC2=C1C=CC=C2)CCCCCCOC2=CC=C1C=CC(OC1=C2)=O